BrC1=C(C=NC(=C1)C)C(=O)OC methyl 4-bromo-6-methylpyridine-3-carboxylate